S(=O)(=O)(C1=CC=CC=2C(N(C)C)=CC=CC12)S(=O)(=O)N Dansyl-Sulfonamide